COC1=C(C=CC(=C1)\C=C\C(=O)NCC1=CC(=CC=C1)OC)OC(C(C)C)=O (E)-2-methoxy-4-(3-((3-methoxybenzyl)amino)-3-oxoprop-1-en-1-yl)phenylisobutyrate